FC1=C(C=CC(=C1)[N+](=O)[O-])N1CCN(CC1)CCOC=1C=NC(=NC1)C=1C=C(CN2N=C(C=CC2=O)C=2C=C(C#N)C=CC2)C=CC1 3-(1-(3-(5-(2-(4-(2-fluoro-4-nitrophenyl)piperazin-1-yl)ethoxy)pyrimidin-2-yl)benzyl)-6-oxo-1,6-dihydropyridazin-3-yl)benzonitrile